4-(2,4-difluorobenzyl)-1-(3-(1-methyl-1H-pyrazol-4-yl)pyrido[3,4-b]pyrazin-2-yl)piperazin-2-one FC1=C(CN2CC(N(CC2)C=2N=C3C(=NC2C=2C=NN(C2)C)C=NC=C3)=O)C=CC(=C1)F